CCCCCCCCCCCCCCCCCCCCCCCC(=O)N[C@@H](COP(=O)(O)O[C@@H]1[C@@H]([C@@H]([C@H]([C@@H]([C@H]1O[C@H]2[C@H]([C@H]([C@@H]([C@H](O2)CO)O)O)O)O)O)O)O)[C@@H](C(CCCCCCCCCCCCCC)O)O The molecule is a mannosylated ceramide phosphoinositol compound having a tetracosanoyl group attached to the ceramide nitrogen, with hydroxylation at C-4 of the long-chain base. It has a role as a Saccharomyces cerevisiae metabolite. It derives from an Ins-1-P-Cer(t18:0/24:0). It is a conjugate acid of a Man-beta1-2-Ins-1-P-Cer(t18:0/24:0)(1-).